C(=O)C1=CC=C(C=C1)N1C2(CCC2)C(N(C1=S)C1=CC(=C(C#N)C=C1)C(F)(F)F)=O 4-[5-(4-formylphenyl)-8-oxo-6-thioxo-5,7-diazaspiro[3.4]oct-7-yl]-2-trifluoromethyl-benzonitrile